(E)-3-(7-(4-bromobenzoyl)-5-hydroxy-5-phenyl-2,3-dihydro-1H-pyrrolo[1,2-a]imidazol-6(5H)-ylidene)-6-chlorochroman-2,4-dione BrC1=CC=C(C(=O)C=2/C(/C(N3C2NCC3)(C3=CC=CC=C3)O)=C/3\C(OC2=CC=C(C=C2C3=O)Cl)=O)C=C1